C(C(C)C)[C@H]1[C@@H](C[C@H]2N(CCC3=CC(=C(C=C23)OC)OC)C1)OC([C@H](C(C)C)N)=O (S)-(2r,3r,11br)-3-isobutyl-9,10-dimethoxy-2,3,4,6,7,11b-hexahydro-1H-pyrido[2,1-a]isoquinolin-2-yl-2-amino-3-methylbutanoate